propionic acid nitrogen [N].C(CC)(=O)O